ClC1=CC=C(C[C@H]2CC[C@@]([C@]2(O)CN2N=CN=C2)(C)CCl)C=C1 (1S,2R,5R)-5-(4-chlorobenzyl)-2-(chloromethyl)-2-methyl-1-(1H-1,2,4-triazol-1-ylmethyl)-cyclopentanol